ClC=1N=CC(=NC1)N1C[C@@H]2[C@H](C1)CC(C2)(O)C (3AR,5r,6aS)-2-(5-chloropyrazin-2-yl)-5-methyl-octahydrocyclopenta[c]pyrrol-5-ol